(4-Hydroxyphenylthio)guanosine OC1=CC=C(C=C1)S[C@@]1([C@H](O)[C@H](O)[C@@H](CO)O1)N1C=NC=2C(=O)NC(N)=NC12